(±)-(4aR,13bS)-10-chloro-4-methyl-3,4,4a,5,6,13b-hexahydro-[1,4]oxazino[2',3':3,4]pyrido[2,1-b]quinazolin-8(2H)-one ClC=1C=C2C(N3C(=NC2=CC1)[C@@H]1[C@@H](CC3)N(CCO1)C)=O |r|